N-hexadecyl-2-(3,4-di-t-butylcarbonyloxy-phenyl)-3,5,7-tri-t-butylcarbonyloxy-quinolin-4-one C(CCCCCCCCCCCCCCC)N1C(=C(C(C2=C(C=C(C=C12)OC(=O)C(C)(C)C)OC(=O)C(C)(C)C)=O)OC(=O)C(C)(C)C)C1=CC(=C(C=C1)OC(=O)C(C)(C)C)OC(=O)C(C)(C)C